BrC=1C=C2C=CC(=C(C2=CC1)C1=C(C=CC2=CC=CC=C12)O)NC(C1=CC=CC=C1)=O N-(6-bromo-2'-hydroxy-[1,1'-binaphthyl]-2-yl)benzamide